3-(5-(7-((2-oxa-7-azaspiro[3.5]non-7-yl)methyl)-3-(isopropylamino)-1H-pyrazolo[4,3-b]pyridin-5-yl)-4-fluoro-1-oxoisoindolin-2-yl)piperidine-2,6-dione C1OCC12CCN(CC2)CC2=C1C(=NC(=C2)C=2C(=C3CN(C(C3=CC2)=O)C2C(NC(CC2)=O)=O)F)C(=NN1)NC(C)C